propargyl-2'-deoxycytidine-5'-triphosphate P(O)(=O)(OP(=O)(O)OP(=O)(O)O)OC[C@@H]1[C@H](C[C@@](O1)(N1C(=O)N=C(N)C=C1)CC#C)O